C1(=CC=CC=C1)CC(C)O 1-phenylpropan-2-ol